N-(1-benzyl-4-piperidyl)-3-(6-chloro-[1,2,4]triazolo[4,3-b]pyridazin-3-yl)propanamide C(C1=CC=CC=C1)N1CCC(CC1)NC(CCC1=NN=C2N1N=C(C=C2)Cl)=O